3-(6-(6-oxo-octahydro-2H-pyrido[1,2-a]pyrazin-2-yl)pyridin-2-yl)imidazo[1,2-a]pyrazine-6-carboxamide O=C1CCCC2N1CCN(C2)C2=CC=CC(=N2)C2=CN=C1N2C=C(N=C1)C(=O)N